3-vinylbenzyltrimethoxysilane C(=C)C=1C=C(C[Si](OC)(OC)OC)C=CC1